N1=CC=C(C=C1)C1=C2CCO[C@H](C2=CC=C1)CNC(OC(C)(C)C)=O (R)-tert-butyl (5-(pyridin-4-yl)isochroman-1-yl)methylcarbamate